(3R)-3-amino-5-[(4-chlorophenyl)methyl]-8-fluoro-7-[5-[4-methyl-1-(2,2,2-trifluoroethyl)-4-piperidyl]-1,2,4-oxadiazol-3-yl]-1,1-dioxo-2,3-dihydro-1λ6,5-benzothiazepin-4-one N[C@H]1CS(C2=C(N(C1=O)CC1=CC=C(C=C1)Cl)C=C(C(=C2)F)C2=NOC(=N2)C2(CCN(CC2)CC(F)(F)F)C)(=O)=O